N-(4-aminophenyl)-3-cyanobenzenesulfonamide NC1=CC=C(C=C1)NS(=O)(=O)C1=CC(=CC=C1)C#N